N-(2-((3R,4S)-3-fluoro-4-methoxypiperidin-1-yl)pyrimidin-4-yl)-5-isopropyl-8-((2R,3S)-2-methyl-3-((methylsulfonyl)methyl)azetidin-1-yl)isoquinolin-3-amine F[C@@H]1CN(CC[C@@H]1OC)C1=NC=CC(=N1)NC=1N=CC2=C(C=CC(=C2C1)C(C)C)N1[C@@H]([C@H](C1)CS(=O)(=O)C)C